2,4-dichloro-6-phenoxy-1,3,5-triazine ClC1=NC(=NC(=N1)Cl)OC1=CC=CC=C1